C(#N)C1=CC=C(C=C1)C1=C(C=CC=2C=NSC21)SC2(CCC2)C(=O)O 1-[[7-(4-cyanophenyl)benzo[d]isothiazol-6-yl]thio]cyclobutan-1-carboxylic acid